N-(2-chloropyrimidin-4-yl)-7-fluoro-8-methylcinnolin-4-amine ClC1=NC=CC(=N1)NC1=CN=NC2=C(C(=CC=C12)F)C